CN(C)CC=1N=C(SC1)C1=CN=C2N1N=C(C=C2)NC=2C=C1C=NNC1=CC2 3-{4-[(dimethylamino)methyl]thiazol-2-yl}-N-(1H-indazol-5-yl)imidazo[1,2-b]pyridazin-6-amine